Methyl 4-{2,2-difluoro-7-azaspiro[3.5]nonan-6-yl}-3-[(2-methanesulfonylethyl)amino]benzoate FC1(CC2(C1)CC(NCC2)C2=C(C=C(C(=O)OC)C=C2)NCCS(=O)(=O)C)F